COC=1C=CC(=C(C1)C1NCCC1)C(F)(F)F 2-(5-methoxy-2-(trifluoromethyl)phenyl)pyrrolidine